C(C#C)(=O)OC(C1=C(C=C(C(=C1)OC)OC)N)=O 2-amino-4,5-dimethoxybenzoic propiolic anhydride